4-{N-[7-bromo-2-(1-methyl-1H-pyrazol-4-yl)[1,2,4]triazolo[1,5-c]quinazolin-5-yl]-D-alanyl}piperazine-1-carboxylic acid tert-butyl ester C(C)(C)(C)OC(=O)N1CCN(CC1)C([C@H](NC1=NC=2C(=CC=CC2C=2N1N=C(N2)C=2C=NN(C2)C)Br)C)=O